3-amino-N-(2-(morpholin-4-yl)ethyl)-5-(trifluoromethyl)benzamide NC=1C=C(C(=O)NCCN2CCOCC2)C=C(C1)C(F)(F)F